C(CCCC)C(C(C(=O)O)(O)CCCCC)(O)C(=O)O di-n-amyl-tartaric acid